2-[4-[3-[5-(hydroxymethyl)-3-pyridinyl]isoxazolidine-2-carbonyl]-1-piperidinyl]pyrimidine-4-carbonitrile OCC=1C=C(C=NC1)C1N(OCC1)C(=O)C1CCN(CC1)C1=NC=CC(=N1)C#N